ethyl 6,7-dihydro-5H-pyrrolo[1,2-b][1,2,4]triazole-2-carboxylate N1=C2N(N=C1C(=O)OCC)CCC2